BrCC1=C(C(OC2=CC(=C(C=C12)F)CN(C(O)=O)C)=O)CC1=C(C(=NC=C1)NS(NC)(=O)=O)F.BrC=1C=C(C=C(C1)S(=O)(=O)C1=CC=CC=C1)N1CCOCC1 4-(3-bromo-5-(phenylsulfonyl)phenyl)morpholine 4-(bromomethyl)-6-fluoro-3-((3-fluoro-2-((N-methylsulfamoyl)amino)pyridin-4-yl)methyl)-2-oxo-2H-chromen-7-yl-dimethylcarbamate